FC1=CC=C(CNC=2C(=C(C#N)C=CC2)N2CCOCC2)C=C1 ((4-fluorobenzyl)amino)-2-morpholinobenzonitrile